ClC1=CC(=C2C=NNC2=C1)N1CC2CN(C(C2C1)(C)C)S(=O)(=O)C racemic-6-chloro-4-(4,4-dimethyl-5-(methylsulfonyl)hexahydropyrrolo[3,4-c]pyrrol-2(1H)-yl)-1H-indazole